methyl (2S)-5-(4-butoxyphenyl)-2-(1,4,7,10-tetraazacyclododecan-1-yl)pentanoate C(CCC)OC1=CC=C(C=C1)CCC[C@@H](C(=O)OC)N1CCNCCNCCNCC1